[N+](=O)([O-])C#CC nitropropyne